C1=NC=C(C2=CC=CC=C12)N1C(N(CC1C#N)C1=CC(=CC=C1)C(F)(F)F)=O 3-(isoquinolin-4-yl)-2-oxo-1-(3-(trifluoromethyl)phenyl)imidazoline-4-carbonitrile